CN1OCC(N(C1=O)C=1C=C(C=CC1)C(F)(F)F)=O 2-methyl-4-(α,α,α-trifluoro-m-tolyl)-1,2,4-oxadiazine-3,5-dione